BrC1=CN2C=C(C=C2C=C1)C(=O)N(C)C1COCC=2NC(C=3C=C(C(=CC3C21)F)F)=O 6-bromo-N-(8,9-difluoro-6-oxo-1,4,5,6-tetrahydro-2H-pyrano[3,4-c]isoquinolin-1-yl)-N-methylindolizine-2-carboxamide